CN(C=CC(C)N(C)C)C 1,3-di(dimethylamino)butene